(R)-8-(3,4-difluorophenoxy)-N-((1R,5S,8s)-3-(6-methylpyrimidin-4-yl)-3-azabicyclo[3.2.1]oct-8-yl)-5,6,7,8-tetrahydro-[1,2,4]triazolo[1,5-a]pyridin-2-amine FC=1C=C(O[C@H]2C=3N(CCC2)N=C(N3)NC3[C@H]2CN(C[C@@H]3CC2)C2=NC=NC(=C2)C)C=CC1F